5-(4-aminophenyl)cyclopentane-1,2-diol NC1=CC=C(C=C1)C1CCC(C1O)O